(S)-1-(2-aminopyrimidin-5-yl)-3-((5-fluoro-3-methylbenzofuran-2-yl)(1-fluorocyclopropyl)methyl)urea NC1=NC=C(C=N1)NC(=O)N[C@H](C1(CC1)F)C=1OC2=C(C1C)C=C(C=C2)F